CC=1C=C(C=C(C1Br)C)C1=NOC=C1 3,5-dimethyl-4-bromophenyl-isoxazole